2-(morpholin-4-yl)-1,7-naphthyridine N1(CCOCC1)C1=NC2=CN=CC=C2C=C1